1-(2,4-dihydroxyphenyl)-3-(4-hydroxyphenyl)-2-propen-1-one OC1=C(C=CC(=C1)O)C(C=CC1=CC=C(C=C1)O)=O